ethyl 4-((3-nitropyridin-2-yl) oxy)-1-(pyridin-3-yl)-1H-pyrazole-3-carboxylate [N+](=O)([O-])C=1C(=NC=CC1)OC=1C(=NN(C1)C=1C=NC=CC1)C(=O)OCC